OC1=C(C=CC(=C1)O)C1=NC=2C(=C3C(=NC2)N(C=C3)S(=O)(=O)C3=CC=CC=C3)N1C1CN(CC1)C(C=C)=O 1-(3-(2-(2,4-dihydroxyphenyl)-6-(benzenesulfonyl)imidazo[4,5-d]pyrrolo[2,3-b]pyridine-1(6H)-yl)pyrrolidin-1-yl)prop-2-en-1-one